C(C)(C)(C)C1CCCCC1 4-t-Butylcyclohexane